2,4-difluoro-N,N-diisopropylbenzeneformamidine FC1=C(C=CC(=C1)F)C(=N)N(C(C)C)C(C)C